FC1=C(C=CC(=C1)F)N1N=NC(=C1)C(C)N1CN=CC2=C1NC(=C2)C#N 1-[1-(2,4-difluorophenyl-1H-1,2,3-triazol-4-yl)ethyl]-7H-pyrrolo[2,3-d]pyrimidine-6-carbonitrile